N,N-dimethyl-p-methoxyaniline CN(C1=CC=C(C=C1)OC)C